ClC=1C=CC(=C(C(=O)N[C@H](C(C(NCC2=CC=NC=C2)=O)=O)C[C@H]2C(N[C@@H](C2)C)=O)C1)NC(CCC(F)(F)F)=O 5-chloro-N-[(1S)-1-[[(3S,5R)-5-methyl-2-oxo-pyrrolidin-3-yl]methyl]-2,3-dioxo-3-(4-pyridylmethylamino)propyl]-2-(4,4,4-trifluorobutanoylamino)benzamide